N,N-bis(2-hydroxyethyl)-3,5-di-tert-butylaniline OCCN(C1=CC(=CC(=C1)C(C)(C)C)C(C)(C)C)CCO